7-chloro-4-hydroxy-1-phenyl-1,8-naphthyridine ClC1=CC=C2C(=CCN(C2=N1)C1=CC=CC=C1)O